N-[(6-Amino-2-pyridyl)sulfonyl]-6-[6-(isobutylamino)-3-pyridyl]-2-(2,2,4-trimethylpyrrolidin-1-yl)pyridin-3-carboxamid NC1=CC=CC(=N1)S(=O)(=O)NC(=O)C=1C(=NC(=CC1)C=1C=NC(=CC1)NCC(C)C)N1C(CC(C1)C)(C)C